ClC=1C=C(NC2(CCC3(C(CC4=CC=CC=C34)CCCOC3=C4C(=NC=C3)NC=C4)CC2)C(=O)O)C=CC1 (1r,4r)-4-(3-chloroanilino)-2'-{3-[(1H-pyrrolo[2,3-b]pyridin-4-yl)oxy]propyl}-2',3'-dihydrospiro[cyclohexane-1,1'-indene]-4-carboxylic acid